Tert-butyl 4-((1r,4r)-4-(4-(1-(2,6-dioxopiperidin-3-yl)-3-methyl-2-oxo-2,3-dihydro-1H-benzo[d]imidazol-5-yl)phenyl)cyclohexyl)piperazine-1-carboxylate O=C1NC(CCC1N1C(N(C2=C1C=CC(=C2)C2=CC=C(C=C2)C2CCC(CC2)N2CCN(CC2)C(=O)OC(C)(C)C)C)=O)=O